The molecule is the hydrochloride salt of methyl 5-aminolevulinate. A prodrug, it is metabolised to protoporphyrin IX, a photosensitizer, and is used in the photodynamic treatment of non-melanoma skin cancer (including basal cell carcinoma). Topical application results in an accumulation of protoporphyrin IX in the skin lesions to which the cream has been applied. Subsequent illumination with red light results in the generation of toxic singlet oxygen that destroys cell membranes and thereby kills the tumour cells. It has a role as an antineoplastic agent, a photosensitizing agent, a prodrug and a dermatologic drug. It contains a methyl 5-aminolevulinate. COC(=O)CCC(=O)C[NH3+].[Cl-]